C(C)(=O)O.N1=CNC(C2=CC=CC=C12)=O quinazolin-4(3H)-one acetate